1H-purin-6(9H)-one N1C=NC=2NC=NC2C1=O